2-(dimethylamino)-ethanol CN(CCO)C